1-[1-[4-(3-Chloro-2-fluoro-anilino)quinazolin-6-yl]-3-azabicyclo[3.1.0]hexan-3-yl]prop-2-en-1-one ClC=1C(=C(NC2=NC=NC3=CC=C(C=C23)C23CN(CC3C2)C(C=C)=O)C=CC1)F